tris-(2-chloroethyl)-phosphate ClCCOP(=O)(OCCCl)OCCCl